3-(4-(4-nitropyridin-3-yl)phenyl)propan-1-ol rhodium diacetate C(C)(=O)[O-].C(C)(=O)[O-].[Rh+2].[N+](=O)([O-])C1=C(C=NC=C1)C1=CC=C(C=C1)CCCO